(R)-N-((3-chloro-5-fluoropyridin-2-yl)methyl)-4-(5-(2-ethyl-5-fluoropyridin-4-yl)-1H-pyrazole-3-carbonyl)-4-azaspiro[2.5]octane-7-carboxamide ClC=1C(=NC=C(C1)F)CNC(=O)[C@@H]1CCN(C2(CC2)C1)C(=O)C1=NNC(=C1)C1=CC(=NC=C1F)CC